N-(4-((4-phenethyl-4-(pyridin-2-yl)piperidin-1-yl)methyl)phenyl)benzamide C(CC1=CC=CC=C1)C1(CCN(CC1)CC1=CC=C(C=C1)NC(C1=CC=CC=C1)=O)C1=NC=CC=C1